ClC=1C(=C(C=C(C1)F)NC(=S)C=1C(NCCC1O)=O)OC N-(3-chloro-5-fluoro-2-methoxyphenyl)-4-hydroxy-2-oxo-1,2,5,6-tetrahydropyridin-3-thiocarboxamide